4-chloro-2-((trimethylsilyl)ethynyl)aniline ClC1=CC(=C(N)C=C1)C#C[Si](C)(C)C